1-(2-iodophenyl)-(S)-1-methoxyhexyl-(S)-2-propylcarbamate IC1=C(C=CC=C1)C[C@H](C)N(C([O-])=O)[C@H](CCCCC)OC